tetramethyl-imidazolium chloride [Cl-].CC1=C([N+](=C(N1)C)C)C